BrC=1C=C(C=CC1)N(C(=O)C12CC(C1)(C2)F)CC21CCC(CC2)(CC1)C#N N-(3-bromophenyl)-N-((4-cyanobicyclo[2.2.2]octan-1-yl)methyl)-3-fluorobicyclo[1.1.1]pentane-1-carboxamide